C(C)NC(=O)C1=CC(=NC(=C1)C=1N=NN(C1)C1=CC=C2C(=CC(=NC2=N1)O)C(=O)O)C=1N=NN(C1)C1=CC=C2C(=CC(=NC2=N1)O)C(=O)O 7,7'-((4-(ethylcarbamoyl)pyridine-2,6-diyl)bis(1H-1,2,3-triazole-4,1-diyl))bis(2-hydroxy-1,8-naphthyridine-4-carboxylic acid)